2-chloro-6-[(2,2-difluorobenzo[d][1,3]dioxol-5-yl)amino]pyrimidine-4-carbonitrile ClC1=NC(=CC(=N1)C#N)NC1=CC2=C(OC(O2)(F)F)C=C1